8-tetradecdienyl acetate C(C)(=O)OC(CCCC=CC=C)CCCCCC